1-Chloro-2-propoxy-9H-thioxanthen-9-on ClC1=C(C=CC=2SC3=CC=CC=C3C(C12)=O)OCCC